CC(CCC)C1C=CC2=CC=CC=C12 1-(pentan-2-yl)-1H-indene